FC=1N=NC2=CC(=CC=C2C1)C1=C(C=CC(=N1)C#N)C=1C=NN(C1)CC1(CCCC1)C 6-(3-fluorocinnolin-7-yl)-5-(1-((1-methylcyclopentyl)methyl)-1H-pyrazol-4-yl)picolinonitrile